chromium trichloride [Cl-].[Cl-].[Cl-].[Cr+3]